tert-Butyl (4S,6S)-4-(6-(3,5-dichloropicolinamido)-3-fluoropyridin-2-yl)-4-methyl-6-(trifluoromethyl)-5,6-dihydro-4H-1,3-oxazin-2-ylcarbamate ClC=1C(=NC=C(C1)Cl)C(=O)NC1=CC=C(C(=N1)[C@]1(N=C(O[C@@H](C1)C(F)(F)F)NC(OC(C)(C)C)=O)C)F